methyl 4-bromo-2-fluoro-5-methyl-benzoate BrC1=CC(=C(C(=O)OC)C=C1C)F